C1(CC1)C=1C=CC=C2C(CCN(C12)CC#C)C1=C(C(=O)N)C=CC(=C1)F (8-cyclopropyl-1-(prop-2-yn-1-yl)-1,2,3,4-tetrahydroquinolin-4-yl)-4-fluorobenzamide